acryloyloxypropyltriethoxySilane (6Z,9Z,28Z,31Z)-heptatriaconta-6,9,28,31-tetraen-19-yl-4-(dimethylamino)butanoate CCCCC\C=C/C\C=C/CCCCCCCCC(CCCCCCCC\C=C/C\C=C/CCCCC)OC(CCCN(C)C)=O.C(C=C)(=O)OCCC[Si](OCC)(OCC)OCC